5-(2-hydroxybutan-2-yl)-2-methoxybenzenesulfonamide OC(C)(CC)C=1C=CC(=C(C1)S(=O)(=O)N)OC